ClC1=CC2=C(N=C(N=C2NC(C)S(=O)(=O)NC2=CC(=CC=C2)OC(F)(F)F)N2CCN(CC2)C)C=N1 ((6-chloro-2-(4-methylpiperazin-1-yl)pyrido[3,4-d]pyrimidin-4-yl)amino)-N-(3-(trifluoromethoxy)phenyl)ethane-1-sulphonamide